FC1(CCN(CC1)C(=O)C1=CC2=C(N(N=N2)C=2C=CC(=NC2)C#N)C=C1)F 5-(5-(4,4-difluoropiperidine-1-carbonyl)-1H-benzo[d][1,2,3]triazol-1-yl)pyridinecarbonitrile